CC1=CC=C(C=C1)S(=O)(=O)NC2=CC=CC=C2C3=NC4=CC=CC=C4O3 The molecule is a sulfonamide that is 4-methylbenzenesulfonamide in which one of the hydrogens attached to nitrogen atom is replaced by a 2-(1,3-benzoxazol-2-yl)phenyl group. It is a member of 1,3-benzoxazoles and a sulfonamide.